4-methoxy-5-(2-methyl-1-(piperidin-4-ylmethyl)-1H-benzo[d]imidazol-6-yl)pyrrolo[2,1-f][1,2,4]triazine COC1=NC=NN2C1=C(C=C2)C=2C=CC1=C(N(C(=N1)C)CC1CCNCC1)C2